COC1=CC=C(C=C1)CNC1=C(C(NN=C1)=O)C 5-{[(4-methoxyphenyl)methyl]amino}-4-methyl-2H-pyridazin-3-one